C(C)(C)(C)OC(=O)N1C[C@@H](N(CC1)C=1C2=C(N=CN1)N(C=C2N2C(CCC2)=O)[C@H]2[C@H]1CC[C@@H](C2)C1)C tert-Butyl-(S)-4-(7-((1S,2R,4R)-bicyclo[2.2.1]heptan-2-yl)-5-(2-oxopyrrolidin-1-yl)-7H-pyrrolo[2,3-d]pyrimidin-4-yl)-3-methylpiperazine-1-carboxylate